CN(CCCNC(OC(C1OC(OC1)(C)C)C1OC(OC1)(C)C)=O)C bis(2,2-dimethyl-1,3-dioxolan-4-yl)methyl N-[3-(dimethylamino)propyl]carbamate